O=C1NC=C(C(N1)=O)C1=CC(=C(N=N1)C)N1CC2(CC1)CN(CCC2)C(=O)OC(C)(C)C tert-butyl 2-[6-(2,4-dioxo-1H-pyrimidin-5-yl)-3-methyl-pyridazin-4-yl]-2,7-diazaspiro[4.5]decane-7-carboxylate